3,5-dimethylanilinediazonium CC=1C=C(N[N+]#N)C=C(C1)C